O=CCN(C(OC(C)(C)C)=O)CCOC1=CC=C(C=C1)/C(=C(/CC)\C1=C(C=CC=C1)C)/C=1C=C2C=NN(C2=CC1)C1OCCCC1 tert-butyl (E)-(2-oxoethyl)(2-(4-(1-(1-(tetrahydro-2H-pyran-2-yl)-1H-indazol-5-yl)-2-(o-tolyl)but-1-en-1-yl)phenoxy)ethyl)carbamate